CC1(C2=CC=CC=C2NC=2C=CC=C(C12)C(=S)S)C 9,9-dimethyl-9,10-dihydro-acridinedithiocarboxylic acid